(R)-11-(methoxymethyl)-12-((1-(methoxymethyl)cyclopropyl)methoxy)-3,3-dimethyl-8-oxo-2,3,8,13b-tetrahydro-1H-pyrido[2,1-a]pyrrolo[1,2-c]phthalazine-7-carboxylic acid COCC=1C(=CC=2[C@@H]3N(N4C(C2C1)=CC(C(=C4)C(=O)O)=O)C(CC3)(C)C)OCC3(CC3)COC